FC1=C(C(=O)O)C=CC(=C1)N1N=NC=2C1=NC(=CC2)OC 2-fluoro-4-(5-methoxy-3H-[1,2,3]triazolo[4,5-b]pyridin-3-yl)benzoic acid